OC(C#CC1=CC=NC2=C1OC[C@@H](C(N2C)=O)NC(C2=NC=CC(=C2)OC2=CC=CC=C2)=O)(C)C (S)-N-(9-(3-Hydroxy-3-methylbut-1-yn-1-yl)-5-methyl-4-oxo-2,3,4,5-tetra-hydropyrido[3,2-b][1,4]oxazepin-3-yl)-4-phenoxypicolinamide